CC(CC(C)O)O 2,4-pentaandiol